C(C)(C)(C)C=1C=C(C=C(C1O)C(C)(C)C)CCC(=O)N 3-(3,5-di-tert-butyl-4-hydroxyphenyl)propionamide